Cl.CN1[C@@H](CN[C@H](C1)C)C (2R,5S)-1,2,5-trimethylpiperazine hydrochloride